BrC=1C2=C(C=3C(=NC=NC3C1F)N1[C@H]3CN([C@@H](C1)C3)C(=O)OC(C)(C)C)C(OC2)CC#N tert-butyl (1R,4R)-5-[6-bromo-9-(cyanomethyl)-5-fluoro-7,9-dihydrofuro[3,4-f]quinazolin-1-yl]-2,5-diazabicyclo[2.2.1]heptane-2-carboxylate